(1aRS,7bSR)-5-[2-(4-dimethylaminobutylamino)-4-fluorobenzenesulfonyl-amino]-1,1a,2,7b-tetrahydrocyclopropa[c]chromene-4-carboxylic acid CN(CCCCNC1=C(C=CC(=C1)F)S(=O)(=O)NC1=CC=C2[C@@H]3[C@H](COC2=C1C(=O)O)C3)C |r|